5-methyl-1-tetrahydropyran-4-yl-4-(4,4,5,5-tetramethyl-1,3,2-dioxaborolan-2-yl)pyrazole CC1=C(C=NN1C1CCOCC1)B1OC(C(O1)(C)C)(C)C